methyl 2-[5-(1,3-dioxolan-2-yl)-6-methoxypyridin-2-yl]acetate O1C(OCC1)C=1C=CC(=NC1OC)CC(=O)OC